C(C)(C)(C)OC(=O)N1CCN(CCC1)C1=NC(=C(C(=C1C#N)CC)C#N)SC(C(=O)N)C1=CC=CC=C1 4-[6-(2-amino-2-oxo-1-phenyl-ethyl)sulfanyl-3,5-dicyano-4-ethyl-2-pyridyl]-1,4-diazepan-1-carboxylic acid tert-butyl ester